CC1OC(OC(CC1)C)=C 4,7-Dimethyl-2-Methylene-1,3-Dioxepane